nitrosoplatinum N(=O)[Pt]